(4-((2-aminopyridin-4-yl)methoxy)naphthalen-1-yl)-3-(3-(tert-butyl)-1-(p-tolyl)-1H-pyrazol-5-yl)urea NC1=NC=CC(=C1)COC1=CC=C(C2=CC=CC=C12)NC(=O)NC1=CC(=NN1C1=CC=C(C=C1)C)C(C)(C)C